indole-1,7-dicarboxylate N1(C=CC2=CC=CC(=C12)C(=O)[O-])C(=O)[O-]